(R)-3-(4-(2-(3,5-dichloro-4-((S)-3-chloro-2-hydroxypropoxy)phenyl)propan-2-yl)phenoxy)propane-1,2-diyl diacetate C(C)(=O)OC[C@@H](COC1=CC=C(C=C1)C(C)(C)C1=CC(=C(C(=C1)Cl)OC[C@@H](CCl)O)Cl)OC(C)=O